dimethyl-2,3-dioleoyloxypropyl-2-(2-arginino)ethylammonium trifluoroacetate FC(C(=O)[O-])(F)F.C[N+](CC[C@](N)(CCCNC(N)=N)C(=O)O)(CC(COC(CCCCCCC\C=C/CCCCCCCC)=O)OC(CCCCCCC\C=C/CCCCCCCC)=O)C